C(CCCCC(=O)OCC(COC(CCCCC(=O)OCC\C=C/CCCCC)=O)(CO)COC(CC1CCC1)=O)(=O)OCC\C=C/CCCCC O6-[2-[(2-cyclobutylacetyl)oxymethyl]-2-(hydroxymethyl)-3-[6-[(Z)-non-3-enoxy]-6-oxo-hexanoyl]oxy-propyl] O1-[(Z)-non-3-enyl] hexanedioate